C(C)(C)(C)C1=CC=[N+](C=C1)CCCS(=O)(=O)[O-] 3-(4-(tert-butyl)pyridinio)-1-propanesulfonate